8-(4-acetamidophenyl)-2-(4-hydroxyphenyl)-5,7-dimethoxy-4H-chromen-4-one C(C)(=O)NC1=CC=C(C=C1)C=1C(=CC(=C2C(C=C(OC12)C1=CC=C(C=C1)O)=O)OC)OC